NC1=NC=2C=NC(=CC2C2=C1[C@H](OC2)C)C(=O)N(C(C)C)CC=2C=NC(=CC2)C2CC2 (3R)-4-amino-N-((6-cyclopropyl-3-pyridinyl)methyl)-3-methyl-N-(2-propanyl)-1,3-dihydrofuro[3,4-c][1,7]naphthyridine-8-carboxamide